C(C)(C)(C)OC(=O)N1C2=C(OCC1)N=CC(=C2C)C=2C=C1C=C(N=CC1=C(C2F)Cl)NC=2C=C1C(OC(C1=CC2)=O)(C)C 7-(8-chloro-3-((3,3-dimethyl-1-oxo-1,3-dihydroisobenzofuran-5-yl)amino)-7-fluoroisoquinolin-6-yl)-8-methyl-2,3-dihydro-1H-pyrido[2,3-b][1,4]oxazine-1-carboxylic acid tert-butyl ester